N-((R)-(4-Fluorophenyl)((S)-2-(methoxymethyl)pyrrolidin-1-yl)((2,4,4-trimethylpentan-2-yl)imino)-λ6-sulfaneylidene)-4-nitrobenzenesulfonamide FC1=CC=C(C=C1)[S@@](=NS(=O)(=O)C1=CC=C(C=C1)[N+](=O)[O-])(=NC(C)(CC(C)(C)C)C)N1[C@@H](CCC1)COC